(4aS,10aR)-7-amino-2-methyl-2,3,4,4a,10,10a-hexahydro-1H-benzo[b]pyrido[3,4-e][1,4]oxazine-6-carbonitrile NC1=CC=C2C(O[C@@H]3[C@H](N2)CN(CC3)C)=C1C#N